N-(6-amino-5-ethyl-3-pyridyl)-2-oxo-2-[rac-(2R,5S)-5-methyl-2-[2-[rac-(3S)-1-methylpyrrolidin-3-yl]indazol-5-yl]-1-piperidyl]acetamide NC1=C(C=C(C=N1)NC(C(N1[C@H](CC[C@@H](C1)C)C1=CC2=CN(N=C2C=C1)[C@@H]1CN(CC1)C)=O)=O)CC |r|